(R)-1-(3-((3'-(3-(((R)-1-hydroxy-3-methylbut-2-yl)amino)propoxy)-2,2'-dimethyl-[1,1'-biphenyl]-3-yl)oxy)propyl)pyrrolidin-3-ol OC[C@@H](C(C)C)NCCCOC=1C(=C(C=CC1)C1=C(C(=CC=C1)OCCCN1C[C@@H](CC1)O)C)C